(S)-3,5-dichloro-4-(2-(3-(cyclopropylmethoxy)-4-(difluoromethoxy)phenyl)-2-(3-(cyclopropylmethoxy)-4-formylbenzoyloxy)ethyl)pyridine 1-oxide ClC=1C=[N+](C=C(C1C[C@H](OC(C1=CC(=C(C=C1)C=O)OCC1CC1)=O)C1=CC(=C(C=C1)OC(F)F)OCC1CC1)Cl)[O-]